CS(=O)(=O)[O-] Methansulfonate